C1(CC1)NCCCNC1=C(C=C(C=C1)S(=O)(=O)NC(C1=C(C=CC=C1)OC=1C=C2C(=NC1)NC=C2)=O)[N+](=O)[O-] N-[(4-{[3-(cyclopropylamino)propyl]amino}-3-nitrophenyl)sulfonyl]-2-(1H-pyrrolo[2,3-b]pyridin-5-yloxy)benzamide